7,7',8,8'-Tetrahydro-beta,beta-carotene CC1=C(C(CCC1)(C)C)CC/C(=C/C=C/C(=C/C=C/C=C(/C=C/C=C(/CCC2=C(CCCC2(C)C)C)\C)\C)/C)/C